N-((1-(cyclopropylmethyl)cyclopropyl)-methyl)-2-methoxy-6-morpholino-1H-benzo[d]imidazole-1-carboxamide C1(CC1)CC1(CC1)CNC(=O)N1C(=NC2=C1C=C(C=C2)N2CCOCC2)OC